C(C)(C)(C)OC(C(CC(CF)(C)C)NC(=O)OC(C)(C)C)=O 2-(tert-butoxycarbonylamino)-5-fluoro-4,4-dimethylpentanoic acid tert-butyl ester